CC1=CC=CC(=N1)C1CNC(CO1)([2H])[2H] 2-(6-methylpyridin-2-yl)morpholin-5,5-d2